3-[2-(1-Cyclopropyl-6-fluoro-1,3-benzodiazol-5-yl)ethynyl]-1-{1-[(2E)-4-(dimethylamino)but-2-enoyl]azetidin-3-yl}-5-(methylamino)pyrazole-4-carboxamide C1(CC1)N1C=NC2=C1C=C(C(=C2)C#CC2=NN(C(=C2C(=O)N)NC)C2CN(C2)C(\C=C\CN(C)C)=O)F